C(C)(C)(C)OC(N(C=1C(=NC=C(C1)C(F)(F)F)NC=1SC=C(N1)C=1C=C2C(=CN1)N(C(C2(C)C)=O)C)C)=O Tert-butylmethyl(5-(trifluoromethyl)-2-((4-(1,3,3-trimethyl-2-oxo-2,3-dihydro-1H-pyrrolo[2,3-c]pyridin-5-yl)thiazol-2-yl)amino)pyridin-3-yl)carbamate